3-(7-Cyclopropyl-1,4-dimethyl-1H-benzotriazol-5-yl)-3-(7-{[(2R)-2-ethyl-7-hydroxy-2,3-dihydropyrido[2,3-f][1,4]oxazepin-4(5H)-yl]methyl}-1-benzothiophen-5-yl)propanoic acid C1(CC1)C1=CC(=C(C2=C1N(N=N2)C)C)C(CC(=O)O)C=2C=C(C1=C(C=CS1)C2)CN2C[C@H](OC1=C(C2)N=C(C=C1)O)CC